((6-fluoropyridine-2-yl)amino)-N-methoxy-4-((2-(oxetan-3-yloxy)phenyl)amino)nicotinamide FC1=CC=CC(=N1)NC1=C(C(=O)NOC)C(=CC=N1)NC1=C(C=CC=C1)OC1COC1